4-(Methylsulfonyl)benzyl cyanide CS(=O)(=O)C1=CC=C(CC#N)C=C1